behenyl-bis(hydroxyethyl)methyl-ammonium chloride [Cl-].C(CCCCCCCCCCCCCCCCCCCCC)[N+](C)(CCO)CCO